N1C(=NC2=C1C=CC=C2)NC[C@@H](C(C)C)C (R)-N-(1H-1,3-benzimidazole-2-yl)-2,3-dimethylbutylamine